N1CC(CCC1)C=1C(=NC(=CC1)N)N (piperidin-3-yl)pyridine-2,6-diamine